CC(CCC(=O)[O-])(C)C 4,4-dimethyl-pentanoate